1,1,3-tris(4-cyanatophenyl)propane aluminum [Al].O(C#N)C1=CC=C(C=C1)C(CCC1=CC=C(C=C1)OC#N)C1=CC=C(C=C1)OC#N